Allyl (3S,5S,7S)-3-(2,2,2-trichloroethoxycarbonyloxy)-7-(4-methoxybenzyloxy)-2,2,5,8,8-pentamethylnonanoate ClC(COC(=O)O[C@H](C(C(=O)OCC=C)(C)C)C[C@H](C[C@@H](C(C)(C)C)OCC1=CC=C(C=C1)OC)C)(Cl)Cl